BrC1=C(C=C(C=C1)C#N)NC(OC(C)(C)C)=O tert-butyl (2-bromo-5-cyanophenyl)carbamate